S1CCCCC1 anti-Thian